5-(5-cyclopropyl-1,2,4-oxadiazol-3-yl)-3-(ethylsulfanyl)-N-[2-(methylamino)-5-(1,1,2,2,2-pentafluoroethyl)pyridin-3-yl]pyridine-2-carboxamide C1(CC1)C1=NC(=NO1)C=1C=C(C(=NC1)C(=O)NC=1C(=NC=C(C1)C(C(F)(F)F)(F)F)NC)SCC